1-methyl-2-benzoyl-3-[(E)-2-(4-methylphenyl)diazenyl]-indole CN1C(=C(C2=CC=CC=C12)\N=N\C1=CC=C(C=C1)C)C(C1=CC=CC=C1)=O